(1S,2'S,6'S)-7-ethyl-2'-methyl-6'-(1-methyl-1H-1,2,3-triazol-4-yl)spiro[isochroman-1,4'-piperidine] C(C)C1=CC=C2CCO[C@]3(C[C@@H](N[C@@H](C3)C=3N=NN(C3)C)C)C2=C1